C1(=CC=CC=C1)C(=O)C1=CN=C(O1)C=1SC=CC1 Phenyl-(2-(thiophen-2-yl)oxazol-5-yl)methanone